N[C@H](CC1=C(C=2N=C(N=C(C2S1)NCC=1SC=C(N1)C)Cl)C)C 6-[(2S)-2-aminopropyl]-2-chloro-7-methyl-N-[(4-methyl-1,3-thiazol-2-yl)methyl]thieno[3,2-d]pyrimidin-4-amine